[Ir+].COC=1C=C(C=CC1[N+](=O)[O-])N1CCN(CC1)C1C2CC3(CC(CC1C3)C2)O (cis)-4-(4-(3-methoxy-4-nitrophenyl)piperazin-1-yl)adamantan-1-ol iridium (I)